NC1=C(C=O)C=CC(=C1)C 2-AMINO-4-METHYLBENZALDEHYDE